C1(CC1)C=1OC(=CN1)[C@H]1OCC[C@H](C1)C1=NC2=NC(=C(N=C2C(=N1)C1=C(C=C(C=C1)F)F)C)C 2-cyclopropyl-5-[(2S,4R)-4-[4-(2,4-difluorophenyl)-6,7-dimethyl-pteridin-2-yl]tetrahydropyran-2-yl]oxazole